N2,N2-Dimethyl-1H-benzo[d]imidazol-2,5-diamine-6-d Ethyl-2-(hydroxymethyl)-2,3-dihydropyrazolo[5,1-b]oxazole-6-carboxylate C(C)OC(=O)C1=NN2C(OC(C2)CO)=C1.CN(C1=NC2=C(N1)C=C(C(=C2)N)[2H])C